C/C(=C(/C(=O)O)\C)/C(=O)O.BrC([13CH2]CCCC[13CH2]C(Br)Br)Br 1,1,8,8-tetrabromooctane-2,7-13C2 Dimethylmaleat